5-[4-[2-(cyclopentyloxy)-3-pyridinyl]-N-ethyl-2,6-difluoro-anilino]Valeric acid ethyl ester C(C)OC(CCCCN(C1=C(C=C(C=C1F)C=1C(=NC=CC1)OC1CCCC1)F)CC)=O